1-bromo-2-(chloromethoxy)benzene BrC1=C(C=CC=C1)OCCl